BrC1=C(C=C(OC2CC3(C2)CCN(CC3)C(=O)OC(C)(C)C)C=C1)F tert-butyl 2-(4-bromo-3-fluoro-phenoxy)-7-azaspiro[3.5]nonane-7-carboxylate